COC1=C(C=C(C=C1)C(C)=O)[N+](=O)[O-] 1-(4-methoxy-3-nitrophenyl)-1-ethanone